N-(bis(4-(tributylsilyl)phenyl)phosphaneyl)-N-cyclohexyl-1-(4-(tributylsilyl)phenyl)-1-(2-((trifluoromethyl)thio)phenyl)phosphanamine C(CCC)[Si](C1=CC=C(C=C1)P(N(P(C1=C(C=CC=C1)SC(F)(F)F)C1=CC=C(C=C1)[Si](CCCC)(CCCC)CCCC)C1CCCCC1)C1=CC=C(C=C1)[Si](CCCC)(CCCC)CCCC)(CCCC)CCCC